3-(8-amino-7-fluoro-3-((7-oxo-5,6,7,8-tetrahydro-4H-pyrazolo[1,5-d][1,4]diazepin-2-yl)amino)isoquinolin-6-yl)-4-methylpyridine 1-oxide NC=1C(=C(C=C2C=C(N=CC12)NC1=NN2CC(NCCC2=C1)=O)C=1C=[N+](C=CC1C)[O-])F